COC1=CC=C(C=C1)C1=NN2C(=NC=3C=CC=CC3C2=N1)NC1C(NCCCCC1)=O 3-{[2-(4-methoxyphenyl)[1,2,4]triazolo[1,5-c]quinazolin-5-yl]amino}azacyclooctan-2-one